F[Si](CCCC#N)(C)C 4-[fluoro(dimethyl)silyl]butanenitrile